(R)-6-(2-(3-(2,3-dihydrobenzofuran-5-yl)phenyl)-2-hydroxyacetyl)-2-(1-phenylcyclopropyl)-5,6,7,8-tetrahydropyrido[4,3-d]pyrimidin-4(3H)-one O1CCC2=C1C=CC(=C2)C=2C=C(C=CC2)[C@H](C(=O)N2CC1=C(N=C(NC1=O)C1(CC1)C1=CC=CC=C1)CC2)O